C1(CCC1)CC(=O)NC1=NC=C(C=C1)C=1C=C2C(N(C=NC2=CC1)CCC)=O 2-Cyclobutyl-N-(5-(4-oxo-3-propyl-3,4-dihydro-quinazolin-6-yl)pyridin-2-yl)acetamide